Difluoromethylene chloride FC(F)(Cl)Cl